ClC1=C(C=CC(=C1)N)C=1NC2=C(N1)C=CC(=C2)N 2-(2-chloro-4-aminophenyl)-5-aminobenzimidazole